C1(CC1)N1C=C(C=CC1=O)C=O 1-cyclopropyl-6-oxo-pyridine-3-carbaldehyde